rac-(3R)-3-[2-(1,4-diazepan-1-yl)pyridin-4-yl]piperidine-2,6-dione hydrochloride Cl.N1(CCNCCC1)C1=NC=CC(=C1)[C@@H]1C(NC(CC1)=O)=O |r|